C(C)(C)(C)OC1CN(C1)C(=O)NCC1=C(C=C(C=C1)C1=NC(=NC=C1)NC=1C=NN(C1)C1CN(C1)C(=O)OCCCC)C(F)(F)F butyl 3-(4-((4-(4-((3-(tert-butoxy)azetidine-1-carboxamido)methyl)-3-(trifluoromethyl)phenyl)pyrimidin-2-yl)amino)-1H-pyrazol-1-yl)azetidine-1-carboxylate